(R)-3-hydroxy-1-methyl-3-(5-(6-(2-((1-methyl-1H-pyrazol-3-yl)amino)pyrimidin-4-yl)pyridin-2-yl)thiazol-2-yl)pyrrolidin-2-one O[C@]1(C(N(CC1)C)=O)C=1SC(=CN1)C1=NC(=CC=C1)C1=NC(=NC=C1)NC1=NN(C=C1)C